cyclopropyl 6-(1-(4-methoxybenzamido)ethyl)-3,4-dihydro-1,5-naphthyridine-1(2H)-carboxylate COC1=CC=C(C(=O)NC(C)C=2N=C3CCCN(C3=CC2)C(=O)OC2CC2)C=C1